FC1(CN(CCC1CCCO)C(=O)OC(C)(C)C)F tert-butyl 3,3-difluoro-4-(3-hydroxypropyl)piperidine-1-carboxylate